N-(5-Chloro-1H-pyrrolo[3,2-b]pyridin-3-yl)-1-cyclopropyl-5-(trifluoromethyl)-1H-benzo[d]imidazol-2-amine ClC1=CC=C2C(=N1)C(=CN2)NC2=NC1=C(N2C2CC2)C=CC(=C1)C(F)(F)F